Ethyl-7-cyanoimidazo[1,2-a]pyridine-2-carboxylate C(C)OC(=O)C=1N=C2N(C=CC(=C2)C#N)C1